2-methyl-1H-imidazo[4,5-c]pyridine-7-carboxamide CC=1NC2=C(C=NC=C2C(=O)N)N1